[Si](C)(C)(C(C)(C)C)OCC1COC2=C(O1)C=CC(=C2)C(=O)O (((tert-butyldimethylsilyl)oxy)methyl)-2,3-dihydrobenzo[b][1,4]dioxine-6-carboxylic acid